racemic-4-(1-(methylamino)ethyl)-2,7-naphthyridin-1(2H)-one CN[C@H](C)C1=CNC(C2=CN=CC=C12)=O |r|